4-[(R)-(3,4-Dimethoxyphenyl)-(4-pyridyl)methyl]piperidin COC=1C=C(C=CC1OC)[C@H](C1CCNCC1)C1=CC=NC=C1